NC=1SC=C(N1)N 2,4-diaminothiazole